2-(difluoromethyl)-N-methylisonicotinamide FC(C=1C=C(C(=O)NC)C=CN1)F